oxy sulfide O=S